Antimonit [Sb]([O-])([O-])[O-]